C(#N)C1(CC1)NS(=O)(=O)C=1C=C(C2=C(N(C=N2)C=2SC(=NN2)C(F)F)C1)N1C[C@@H](N[C@@H](C1)C)CO |o1:28,30| rel-N-(1-cyanocyclopropyl)-1-(5-(difluoromethyl)-1,3,4-thiadiazol-2-yl)-4-((3R,5R)-3-(hydroxymethyl)-5-methylpiperazin-1-yl)-1H-benzo[d]imidazole-6-sulfonamide